The molecule is a hydrochloride that is the monohydrochloride salt of pseudoephedrine. It has a role as a plant metabolite. It contains a pseudoephedrine(1+). [H+].C[C@@H]([C@H](C1=CC=CC=C1)O)NC.[Cl-]